C(C)(C)(C)OC(=O)N1N=CC2=C(C(=CC(=C12)C)OC)CN1[C@@H](CC2(CCCO2)CC1)C1=CC=C(C=C1)C(=O)OC 5-methoxy-4-(((7S)-7-(4-(methoxyCarbonyl)phenyl)-1-oxa-8-azaspiro[4.5]dec-8-yl)methyl)-7-methyl-1H-indazole-1-carboxylic acid tert-butyl ester